5-(p-tert-butylphenyl-1,3,4-oxadiazole-2-yl)benzene C(C)(C)(C)C1=CC=C(C=C1)C1=NN=C(O1)C=1C=CC=CC1